COC(=O)C1=CC2=C(N=C3C=C(C(=CC3=C2C=C1)C(NCCN(CC)CC)=O)OC)C1=C(C(=CC=C1)OC)OC 2-((2-(diethylamino)ethyl)carbamoyl)-6-(2,3-dimethoxyphenyl)-3-methoxyphenanthridine-8-carboxylic acid methyl ester